stearamidopropyl-dimethyl-β-hydroxyethyl-ammonium dihydrogen phosphate P(=O)(O)(O)[O-].C(CCCCCCCCCCCCCCCCC)(=O)NCCC[N+](CCO)(C)C